C(C)C=1C2C3=C(C4=CC=C(C=C4C(=C3C(C1)C2)OC(C)=O)Cl)OC(C(=C)C)=O 2-ethyl-6-chloro-9-methacryloyloxy-10-acetoxy-1,4-dihydro-1,4-methanoanthracene